2-hydrazinyl-N-ethyl-N-Phenylquinazolin-4-amine N(N)C1=NC2=CC=CC=C2C(=N1)N(C1=CC=CC=C1)CC